5-[(methoxymethyl)oxy]-4-methyl-3,4-dihydro-2H-chromen-7-ylacetaldehyde COCOC1=C2C(CCOC2=CC(=C1)CC=O)C